FC1=C(C=C(CC2=NNC(C3=CC=CC=C23)=O)C=C1)C(=O)N1CC(C1)NC1(CC1)CO 4-(4-fluoro-3-(3-((1-(hydroxymethyl)cyclopropyl)amino)azetidine-1-carbonyl)benzyl)phthalazin-1(2H)-one